N-ethyl-2-(3-(2-((3-hydroxybicyclo[1.1.1]pentan-1-yl)amino)pyrimidin-5-yl)-6-oxopyridazin-1(6H)-yl)acetamide C(C)NC(CN1N=C(C=CC1=O)C=1C=NC(=NC1)NC12CC(C1)(C2)O)=O